(S)-5-(1-amino-2-hydroxyethyl)-2-chlorobenzoic acid methyl ester hydrochloride Cl.COC(C1=C(C=CC(=C1)[C@@H](CO)N)Cl)=O